C(C)(C)(C)OC(=O)N(CCN(C(OC(C)(C)C)=O)C)CCOC1=CC=C2C(=CC=NC2=C1)Cl tert-butyl N-(2-{[(tert-butoxy) carbonyl] ({2-[(4-chloroquinolin-7-yl) oxy] ethyl}) amino} ethyl)-N-methylcarbamate